7-[4-(2-hydroxyethyl)piperazin-1-yl]-2-(6-methylpyrazolo[1,5-a]pyrazin-2-yl)-4H-pyrido[1,2-a]pyrimidin-4-one OCCN1CCN(CC1)C=1C=CC=2N(C(C=C(N2)C2=NN3C(C=NC(=C3)C)=C2)=O)C1